C(C)(C)(C)C=1C=C(C(=CC1C)O)C 4-tert-butyl-2,5-xylenol